FC1=CC(=C(OC=2C(=NC3=CC=CC=C3N2)C(=O)N)C=C1)OC 3-(4-fluoro-2-methoxyphenoxy)quinoxaline-2-carboxamide